5-fluoro-2-((4-fluoro-2-isopropylphenyl)amino)nicotinic acid FC=1C=NC(=C(C(=O)O)C1)NC1=C(C=C(C=C1)F)C(C)C